urethane (ethyl carbamate) C(C)NC(O)=O.NC(=O)OCC